tert-butyl (R)-(4-(4-(((1-(2-chlorophenyl)ethoxy)carbonyl)amino)-1-methyl-1H-pyrazol-3-yl)phenyl)carbamate ClC1=C(C=CC=C1)[C@@H](C)OC(=O)NC=1C(=NN(C1)C)C1=CC=C(C=C1)NC(OC(C)(C)C)=O